CN(S(N)(=O)=O)C N,N-dimethylsulfuric diamide